[N+](=[N-])=CC(CC[C@@H](C(=O)OC(C)C)NC([C@H](CC1=CNC2=C(C=CC=C12)F)OC(C(C)C)=O)=O)=O isopropyl (S)-6-diazo-2-((S)-3-(7-fluoro-1H-indol-3-yl)-2-(isobutyryloxy) propanamido)-5-oxohexanoate